4-(Pentafluoromercapto)benzoyl-hydrazine FS(C1=CC=C(C(=O)NN)C=C1)(F)(F)(F)F